1,7-dimethyl-8-(methylsulfonyl)-3-(3-(3-(pentylamino)phenyl)prop-2-yn-1-yl)-1H-purine-2,6(3H,7H)-dione CN1C(N(C=2N=C(N(C2C1=O)C)S(=O)(=O)C)CC#CC1=CC(=CC=C1)NCCCCC)=O